7-methoxybenzopyrimidine COC1=CC2=C(C=NC=N2)C=C1